(3R or S)-3-(ethoxymethyl)-1-(6-fluorochroman-4-yl)-3-(4-fluorophenethyl)pyrrolidine C(C)OC[C@]1(CN(CC1)C1CCOC2=CC=C(C=C12)F)CCC1=CC=C(C=C1)F |o1:4|